7-iodonaphthalene-1,3-Disulfonic acid IC1=CC=C2C=C(C=C(C2=C1)S(=O)(=O)O)S(=O)(=O)O